2'-O-Methoxyethyladenosine COCCO[C@H]1[C@@H](O[C@@H]([C@H]1O)CO)N1C=NC=2C(N)=NC=NC12